N-(3-aminophenyl)-2,2-dimethyl-propionamide NC=1C=C(C=CC1)NC(C(C)(C)C)=O